FC(C(C)(O)C)(CC[C@@H](C)[C@H]1CC[C@H]2/C(/CCC[C@]12C)=C/CN1N=NN=C1C1=CC(=CC=C1)C)F (6R)-3,3-difluoro-6-[(1R,3aS,7aR,E)-4-{2-[5-(3-methylphenyl)-1H-tetrazol-1-yl]ethylidene}-7a-methyloctahydro-1H-inden-1-yl]-2-methylheptan-2-ol